(2R,4S)-4-methyl-N-((S,E)-4-(methylsulfonyl)but-3-en-2-yl)-2-phenylpiperidine-1-carboxamide C[C@@H]1C[C@@H](N(CC1)C(=O)N[C@@H](C)\C=C\S(=O)(=O)C)C1=CC=CC=C1